COC(=O)C1CCC(CC1)NC(\C=C\CN1[C@@H](CCC1)C=1C=NC=CC1)=O.C(C(C(C(C(CCCC(=O)O)([2H])[2H])([2H])[2H])([2H])[2H])([2H])[2H])(=O)O azelaic acid-d8 (1R,4s)-Methyl-4-((E)-4-((S)-2-(pyridin-3-yl)pyrrolidin-1-yl)but-2-enamido)cyclohexane-carboxylate